(R)-1-(7-Chloro-8-fluoro-2-(((2S,4R)-4-fluoro-1-methylpyrrolidin-2-yl)methoxy)pyrido[4,3-d]pyrimidin-4-yl)-3-methylpiperidin-3-amine ClC1=C(C=2N=C(N=C(C2C=N1)N1C[C@@](CCC1)(N)C)OC[C@H]1N(C[C@@H](C1)F)C)F